2-Ethyl-5-((diethoxyphosphoryl)methyl)-1H-indole-1,2-dicarboxylic acid 1-tert-butyl ester C(C)(C)(C)OC(=O)N1C(CC2=CC(=CC=C12)CP(=O)(OCC)OCC)(C(=O)O)CC